C(C)(C)(C)OC(=O)N[C@@H](CC(=O)O)C(=O)O (tert-Butoxycarbonyl)-L-aspartic acid